[C@H]12CNC[C@H](C=C1)N2C=2C1=C(N=C(N2)OCC23CCCN3CCC2)C(=C(N=C1)C1=CC(=CC2=CC=CC(=C12)C#C)O)F 4-(4-((1R,5S)-3,8-diazabicyclo[3.2.1]oct-6-en-8-yl)-8-fluoro-2-((tetrahydro-1H-pyrrolizin-7a(5H)-yl)methoxy)pyrido-[4,3-d]pyrimidin-7-yl)-5-ethynyl-naphthalen-2-ol